benzimidazole carbamate (benzimidazolecarbamate) N1=C(NC2=C1C=CC=C2)NC(=O)O.C(N)(O)=O.N2=CNC1=C2C=CC=C1